C(#N)C=1C=2CCCC2C(=C2CCCC12)NC(=O)N=[S@](=O)(N)C=1SC=C(N1)C(C)(C)O |o1:18| (R) or (S)-N'-((8-cyano-1,2,3,5,6,7-hexahydro-s-indacen-4-yl)carbamoyl)-4-(2-hydroxypropan-2-yl)thiazole-2-sulfonimidamide